formylfluorenimine C(=O)C=1C(C2=CC3=CC=CC=C3C2=CC1)=N